NC1=NC=2C=NC(=CC2C2=C1COC2)C(=O)N2C(CCC(C2)C)C2=CC=C1COC3(C1=C2)CC3 (4-amino-1,3-dihydrofurano[3,4-c][1,7]naphthyridin-8-yl)(5-methyl-2-(3'H-spiro[cyclopropane-1,1'-isobenzofuran]-6'-yl)piperidin-1-yl)methanone